[Na+].COC1=C(C=C(C(=C1)[N+](=O)[O-])S(=O)(=O)O)N1[NH2+]C(=NN1C1=C(C=C(C(=C1)S(=O)(=O)O)[N+](=O)[O-])OC)C(=O)NC1=CC=CC=C1 2,3-bis(2-methoxy-4-nitro-5-sulfophenyl)-5-[(phenylamino)-carbonyl]-2H-tetrazolium sodium